CC=1[C@H](C[C@@H]([C@@H](C1)C)C)CC=O 2-[(1R,4S,5S)-2,4,5-trimethylcyclohex-2-en-1-yl]acetaldehyde